C(C)(C)(C)NC(CN(C)C=1C2=C(N=C(N1)C1=NC=CC(=C1)OCCN1C[C@@H](CC1)OC)CCC2)=O N-tert-butyl-2-{[2-(4-{2-[(3R)-3-methoxypyrrolidin-1-yl]ethoxy}pyridin-2-yl)-5H,6H,7H-cyclopenta[d]pyrimidin-4-yl](methyl)amino}acetamide